[O-2].[La+3].[Ga+3].[O-2].[O-2] gallium lanthanum oxide